C(C)C=1C=NC(=NC1)N1CCC(CC1)C(=O)NC=1SC2=NC(=CC=C2N1)C1=CC=C(C=C1)S(=O)(=O)C 1-(5-ethylpyrimidin-2-yl)-N-(5-(4-(methylsulfonyl)phenyl)thiazolo[5,4-b]pyridin-2-yl)piperidine-4-carboxamide